C(CCCCCCCCCCCCCCCCCCCCCCCCCC)O.[C] carbon 1-heptacosanol